FC1(C(CC1(F)F)CN1N=NC(=C1)C(=O)O)F 1-((2,2,3,3-tetrafluorocyclobutyl)methyl)-1H-1,2,3-triazole-4-carboxylic acid